O1CC(C1)N1N=CC=2C1=NC(=CN2)N2CCC1(CC(N(C1)C1=NC(=NC=C1)C(F)(F)F)=O)CC2 8-(1-(oxetan-3-yl)-1H-pyrazolo[3,4-b]pyrazin-6-yl)-2-(2-(trifluoromethyl)pyrimidin-4-yl)-2,8-diazaspiro[4.5]decan-3-one